NC=1C2=C(N=CN1)N(C=C2)[C@H]2O[C@@H]([C@H]([C@H]2O)O)[C@H](O)C2=CC(=C(C=C2)Cl)F (2S,3R,4S,5R)-2-(4-amino-7H-pyrrolo[2,3-d]pyrimidin-7-yl)-5-((R)-(4-chloro-3-fluorophenyl)(hydroxy)methyl)tetrahydrofuran-3,4-diol